4-amino-N-(5-chlorothiazol-2-yl)-N-(2,4-dimethoxybenzyl)-1H-indazole-1-sulfonamide NC1=C2C=NN(C2=CC=C1)S(=O)(=O)N(CC1=C(C=C(C=C1)OC)OC)C=1SC(=CN1)Cl